NC1=CC=C(C=C1)C=CC(C=CC1=CC=C(C=C1)N)=O 1,5-bis(4-aminophenyl)penta-1,4-diene-3-one